ClC=1C=C(C=C(C1)F)[C@@H](C)N1CCC(CC1)(F)COCC1=CC(=C(C(=O)O)C=C1C1CC1)F (R)-4-(((1-(1-(3-chloro-5-fluorophenyl)ethyl)-4-fluoropiperidin-4-yl)methoxy)methyl)-5-cyclopropyl-2-fluorobenzoic acid